C(C)(C)(C)OC(=O)NC=1C(=NC=C(C1)F)C(=O)OC methyl 3-((tert-butoxycarbonyl) amino)-5-fluoropyridine-2-carboxylate